ClC1=CC(=C2C=CN(C2=C1)S(=O)(=O)C1=CC=C(C)C=C1)NC(OCCCC)=O Butyl (6-chloro-1-tosyl-1H-indol-4-yl)carbamate